1-[(4-cyclopropyl-phenyl)methyl]-4-[2-(N-[3,3-difluorocyclohexyl]anilino)-2-oxo-ethyl]piperidine-4-carboxylic acid C1(CC1)C1=CC=C(C=C1)CN1CCC(CC1)(C(=O)O)CC(=O)N(C1=CC=CC=C1)C1CC(CCC1)(F)F